CO/C=C/C(=O)OC methyl (E)-3-methoxyacrylate